2-[2-({4-[(furan-2-yl)methyl]-5-phenyl-4H-1,2,4-triazol-3-yl}sulfanyl)propanamido]-4H,5H,6H-cyclopenta[b]thiophene-3-carboxamide O1C(=CC=C1)CN1C(=NN=C1C1=CC=CC=C1)SC(C(=O)NC1=C(C2=C(S1)CCC2)C(=O)N)C